C(C)(C)(C)OC(=O)N1CC=2N(CC1)C(=CN2)C=2C=C1C=C(N=CC1=C(C2F)Cl)N 3-(3-amino-8-chloro-7-fluoro-6-isoquinolinyl)-6,8-dihydro-5H-imidazo[1,2-a]Pyrazine-7-carboxylic acid tert-butyl ester